C1(=CC=CC=C1)NC1=NC=CC=N1 2-(phenylamino)pyrimidine